BrC=1C(=NC(=NC1)NC1=C(C=C(C(=C1)OC)N1CCC(CC1)N(C)C)C)NC1=C(C=C(C=C1)F)C(C)(C)O 2-(2-((5-Bromo-2-((4-(4-(dimethylamino)piperidin-1-yl)-5-methoxy-2-methylphenyl)amino)pyrimidine-4-yl)amino)-5-fluorophenyl)propan-2-ol